N-(5-bromo-2,3-dihydro-1H-inden-2-yl)-5-(5-(3-fluoro-3-(1H-1,2,3-triaZol-4-yl)azetidin-1-yl)-1,3,4-oxadiazol-2-yl)pyrimidin-2-amine BrC=1C=C2CC(CC2=CC1)NC1=NC=C(C=N1)C=1OC(=NN1)N1CC(C1)(C=1N=NNC1)F